FC1=CC=C(COC2=CC=C(OC3=NC=NC4=CC=C5C(=C34)OCCN5C(C=C)=O)C=C2)C=C1 1-(10-(4-((4-fluorobenzyl)oxy)phenoxy)-2,3-dihydro-4H-[1,4]oxazino[2,3-f]quinazolin-4-yl)prop-2-en-1-one